O=C1NC(CCC1N1C(N(C2=C1C=CC(=C2)N2CC1(C2)C(CN(CC1)C(=O)OC(C)(C)C)(F)F)C)=O)=O Tert-butyl 2-[1-(2,6-dioxo-3-piperidyl)-3-methyl-2-oxo-benzimidazol-5-yl]-5,5-difluoro-2,7-diazaspiro[3.5]nonane-7-carboxylate